[2-(3-acetyl-5-chloro-2-ethoxy-6-fluorophenyl)-2-hydroxyethyl]carbamic acid tert-butyl ester C(C)(C)(C)OC(NCC(O)C1=C(C(=CC(=C1F)Cl)C(C)=O)OCC)=O